N[C@H](C(=O)N1[C@@H]([C@H]2C([C@H]2C1)(C)C)C(=O)O)[C@@H](CC)C (1R,2S,5S)-3-[(2S,3R)-2-amino-3-methyl-pentanoyl]-6,6-dimethyl-3-azabicyclo[3.1.0]hexane-2-carboxylic acid